2-(p-diethylaminophenyl)benzoAzole C(C)N(C1=CC=C(C=C1)C=1NC2=C(C1)C=CC=C2)CC